O=C1NC(CCC1N1C(C2=CC(=C(C=C2C1)C(=O)N)F)=O)=O 2-(2,6-dioxopiperidin-3-yl)-6-fluoro-1-oxoisoindoline-5-carboxamide